(S)-3-methyl-5,6,7,8-tetrahydro-4H-isoxazolo[5,4-c]azepin-5-amine CC1=NOC=2CNC[C@H](CC21)N